1,1,1,3,3,3-hexafluoropropan-2-yl (R)-1-(benzylcarbamoyl)-6-azaspiro[2.5]octane-6-carboxylate C(C1=CC=CC=C1)NC(=O)[C@@H]1CC12CCN(CC2)C(=O)OC(C(F)(F)F)C(F)(F)F